(2S,5R)-2-(N-((4-aminocyclohexyl) sulfonyl) carbamimidoyl)-7-oxo-1,6-diazabicyclo[3.2.1]octan-6-yl hydrogen sulfate S(=O)(=O)(ON1[C@@H]2CC[C@H](N(C1=O)C2)C(NS(=O)(=O)C2CCC(CC2)N)=N)O